(5-chloro-3-cyclopropylpyrazolo[1,5-a]pyrimidin-7-yl)(4-(5-fluoropyridin-2-yl)benzyl)carbamic acid tert-butyl ester C(C)(C)(C)OC(N(CC1=CC=C(C=C1)C1=NC=C(C=C1)F)C1=CC(=NC=2N1N=CC2C2CC2)Cl)=O